[NH4+].FC1=CC=C(C=C1)CCI 2-(4-fluorophenyl)ethyl iodide ammonium salt